N-{(2S,3R)-1-(bicyclo[1.1.1]pentane-1-carbonyl)-2-[([1,1'-biphenyl]-3-yl)methyl]-4,4-difluoropyrrolidin-3-yl}methane-sulfonamide C12(CC(C1)C2)C(=O)N2[C@H]([C@H](C(C2)(F)F)NS(=O)(=O)C)CC=2C=C(C=CC2)C2=CC=CC=C2